C(#N)N1CC(OCC1)C(=O)NC1=CC(=NO1)C1=CC(=CC=C1)C(F)(F)F 4-cyano-N-(3-(3-(trifluoromethyl)phenyl)isoxazol-5-yl)morpholine-2-carboxamide